C1(CC1)N1CCN(CC1)C1=C(C=C(C(=C1)OC)NC1=NC=NC(=C1)N1OCC[C@@H]1C1=C(C(=CC=C1)C)F)NC(C=C)=O N-(2-(4-cyclopropylpiperazine-1-yl)-5-((6-((R)-3-(2-fluoro-3-methylphenyl)isoxazolidine-2-yl)pyrimidine-4-yl)amino)-4-methoxyphenyl)acrylamide